ClC=1C2=CN(N=C2C=CC1C1=CNC2=NC(=CN=C21)N2CCC1(CCN1C(=O)OC(C)(C)C)CC2)C tert-Butyl 7-[7-(4-chloro-2-methyl-2H-indazol-5-yl)-5H-pyrrolo[2,3-b]pyrazin-3-yl]-1,7-diazaspiro[3.5]nonane-1-carboxylate